OC(C(NOC(/C=C/C(=O)OCC)=O)=N)(C)C (E)-ethyl 4-((2-hydroxy-2-methylpropanimidamido)oxy)-4-oxobut-2-enoate